2-(3-iodo-1-methyl-1H-indol-5-yl)-8-(methoxymethyl)-[1,2,4]triazolo[1,5-a]pyridine IC1=CN(C2=CC=C(C=C12)C1=NN2C(C(=CC=C2)COC)=N1)C